methyl 3-(3,5-di-tertiary-butyl-4-hydroxyphenyl)propionate C(C)(C)(C)C=1C=C(C=C(C1O)C(C)(C)C)CCC(=O)OC